3-methyl-2-[2-(1-methylcyclopropyl)pyrazolo[3,4-b]pyridin-6-yl]-5-(trifluoromethyl)phenol CC=1C(=C(C=C(C1)C(F)(F)F)O)C=1C=CC=2C(N1)=NN(C2)C2(CC2)C